O6-[2-[[2-(1-adamantyl)acetyl]oxymethyl]-2-(hydroxymethyl)-3-[6-[(Z)-non-3-enoxy]-6-oxo-hexanoyl]oxy-propyl] O1-[(Z)-non-3-enyl] hexanedioate C(CCCCC(=O)OCC(COC(CCCCC(=O)OCC\C=C/CCCCC)=O)(CO)COC(CC12CC3CC(CC(C1)C3)C2)=O)(=O)OCC\C=C/CCCCC